acrylic acid phenoxybenzyl-acrylate O(C1=CC=CC=C1)C=C(C(=O)O)CC1=CC=CC=C1.C(C=C)(=O)O